C(C)(C)(C)OC(=O)NCC(=O)OC1=C(C(=C(C(=C1F)F)F)F)F perfluorophenyl (tert-butoxycarbonyl)glycinate